5-{[dimethyl(oxo)-λ6-sulfanylidene]carbamoyl}benzoic acid CS(=O)(C)=NC(=O)C=1C=CC=C(C(=O)O)C1